1-(3-(dimethylamino)propyl) 3,5-di((9Z,12Z)-octadeca-9,12-dien-1-yl) benzene-1,3,5-tricarboxylate C1(=CC(=CC(=C1)C(=O)OCCCCCCCC\C=C/C\C=C/CCCCC)C(=O)OCCCCCCCC\C=C/C\C=C/CCCCC)C(=O)OCCCN(C)C